N-(4,4-difluorocyclohexyl)-5-(1-ethyl-1H-benzo[d][1,2,3]triazol-6-yl)-7H-pyrrolo[2,3-d]pyrimidin-2-amine FC1(CCC(CC1)NC=1N=CC2=C(N1)NC=C2C=2C=CC1=C(N(N=N1)CC)C2)F